C(C)(C)(C)C(CO)CO 2-tert-butylpropane-1,3-diol